4-amino-N-[(1S)-1-(4-cyanophenyl)ethyl]-1-(7H-pyrrolo[2,3-d]pyrimidin-4-yl)piperidine-4-carboxamide NC1(CCN(CC1)C=1C2=C(N=CN1)NC=C2)C(=O)N[C@@H](C)C2=CC=C(C=C2)C#N